O1CCN(CC1)C(C(=O)OCC)C(=O)OCC diethyl 2-morpholinopropanedioate